CC=1C=C(C=CC1C)C1CCN(CC1)C(=O)C1CC2(C1)NC(OC2)=O (2s,4s)-2-(4-(3,4-dimethylphenyl)piperidine-1-carbonyl)-7-oxa-5-azaspiro[3.4]Octane-6-one